CN(C(O)=O)C1=CC=C(C=C1)CC=1C(=NC2=CC=CC=C2C1)OC.[N+](=O)([O-])C1=CC=C(C=C1)C1=NC(=CN=C1)C1=CC=C(C=C1)[N+](=O)[O-] 2,6-di(4-nitrophenyl)pyrazine methyl-(4-((2-methoxyquinolin-3-yl)methyl)phenyl)carbamate